ClC1=C(C=CC=C1OC)C(=O)N1C[C@H]2CO[C@@H](CN2CC1)C1=NC(=CC=C1)C(F)(F)F |o1:13,16| (2-chloro-3-methoxy-phenyl)-[rel-(3S,9aS)-3-[6-(trifluoromethyl)-2-pyridyl]-3,4,6,7,9,9a-hexahydro-1H-pyrazino[2,1-c][1,4]oxazin-8-yl]methanone